ClC1=CC=C2N1C1=CC=C(C=C1NC2=O)F 1-chloro-7-fluoro-5H-pyrrolo[1,2-a]quinoxalin-4-one